OC[C@H](C1=CC=CC=C1)NC1=NC(=NC=C1C1=NC(=NO1)C12CCN(CC1)CC2)NC=2C=CC=1C(N3N(C1C2)CCOC3)=O (S)-7-((4-((2-hydroxy-1-phenylethyl)amino)-5-(3-(quinuclidin-4-yl)-1,2,4-oxadiazol-5-yl)pyrimidin-2-yl)amino)-3,4-dihydro-1H,10H-[1,3,4]oxadiazino[4,3-a]indazol-10-one